(R)-(3-Aminopiperidin-1-yl)(3-methyl-2-(1-(pyridin-3-ylmethyl)-1H-indol-2-yl)imidazo[1,2-a]pyridin-7-yl)methanone N[C@H]1CN(CCC1)C(=O)C1=CC=2N(C=C1)C(=C(N2)C=2N(C1=CC=CC=C1C2)CC=2C=NC=CC2)C